C(CCCCCCC)N(C1=CC=CC=C1)CCCCCCCC N,N-dioctyl-Aniline